FC1=C(C(=CC2=CN(N=C12)C)C1=CC2=C(N=N1)N(CC2)[C@@H]2[C@@H](C(NC(C2)(C)C)(C)C)F)O 7-fluoro-5-{7-[(3S,4S)-3-fluoro-2,2,6,6-tetramethylpiperidin-4-yl]-6,7-dihydro-5H-pyrrolo[2,3-c]pyridazin-3-yl}-2-methyl-2H-indazol-6-ol